SCC(CS)S 1,2,3-tri-mercaptopropane